COC=1C=C(C(=O)N2C[C@H](OCC2)CC#C)C=CC1[N+](=O)[O-] (2R)-4-(3-methoxy-4-nitrobenzoyl)-2-(prop-2-yn-1-yl)morpholine